2-ethyl-2-propenyl acetate C(C)(=O)OCC(=C)CC